4-((2-cyanophenyl)thio)-6-(1-(2-hydroxy-2-methylpropyl)-1H-pyrazol-4-yl)pyrazolo[1,5-a]pyridine-3-carbonitrile C(#N)C1=C(C=CC=C1)SC=1C=2N(C=C(C1)C=1C=NN(C1)CC(C)(C)O)N=CC2C#N